ClC1=CC(=NC(=C1)N1[C@@H](CCCC1)CC)C(=O)NC1=CC(=C(C(=O)O)C=C1)C (R)-4-(4-chloro-6-(2-ethylpiperidin-1-yl)pyridinamido)-2-methylbenzoic acid